3,5-bis(2-hydroxyethyl)-1,3,5-thiadiazine OCCN1CSCN(C1)CCO